N[C@H](C(=O)OC(C)C)CCCl isopropyl L-2-amino-4-chlorobutyrate